ClC1=C(C(=O)NC(=O)C2CC2)C=CC=N1 2-chloro-N-(cyclopropanecarbonyl)nicotinamide